ethyl 4-(2-(4-(1H-imidazol-1-yl)phenylamino) pyrimidin-4-yl)benzoate N1(C=NC=C1)C1=CC=C(C=C1)NC1=NC=CC(=N1)C1=CC=C(C(=O)OCC)C=C1